C1(=CC=CC=C1)P(C1=CC=CC=C1)(C1=CC=CC=C1)[Pd-4](P(C1=CC=CC=C1)(C1=CC=CC=C1)C1=CC=CC=C1)(P(C1=CC=CC=C1)(C1=CC=CC=C1)C1=CC=CC=C1)P(C1=CC=CC=C1)(C1=CC=CC=C1)C1=CC=CC=C1 tetrakistriphenylphosphinopalladium(0)